1-(3-bromo-1-((2-(trimethylsilyl)ethoxy)methyl)-1H-1,2,4-triazol-5-yl)piperidine BrC1=NN(C(=N1)N1CCCCC1)COCC[Si](C)(C)C